disodium dithiosulfate dihydrate O.O.S(=S)(=S)([O-])[O-].[Na+].[Na+]